ClC1=C(C=CC(=C1COC=1C=C2C(=NC1)N(N=C2C)C2OCCCC2)F)NS(=O)(=O)C=2C(=NC=C(C2)F)C N-[2-chloro-4-fluoro-3-([[3-methyl-1-(oxan-2-yl)pyrazolo[3,4-b]pyridin-5-yl]oxy]methyl)phenyl]-5-fluoro-2-methylpyridine-3-sulfonamide